CC(C)CCC[C@@H](C)[C@H]1CC[C@H]2[C@@H]3CC[C@H]4C[C@H](CC[C@]4(C)[C@H]3CC[C@]12C)O 5α-cholestan-3β-ol